(racemic)-8-(2-chloro-4-((3aR,6aR)-hexahydropyrrolo[3,4-b]pyrrol-5(1H)-yl)phenyl)-6-(1-methylcyclopropoxy)-9-((4-methylpyridin-2-yl)methyl)-9H-purine ClC1=C(C=CC(=C1)N1C[C@@H]2NCC[C@@H]2C1)C=1N(C2=NC=NC(=C2N1)OC1(CC1)C)CC1=NC=CC(=C1)C |r|